BrC=1C=CC(=C(C#N)C1)P(=O)(C)C 5-bromo-2-(dimethylphosphoryl)benzonitrile